ClC1=NC(=NC(=C1)NCC=1N=C2N(C=C(C=C2)C2CC2)C1)C(=O)OC(C)(C)C tert-butyl 4-chloro-6-(((6-cyclopropylimidazo[1,2-a]pyridin-2-yl)methyl)amino)pyrimidine-2-carboxylate